C(C)(C)(C)C=1SC(=CN1)C1=CC(=NC=C1)N 4-(2-(tert-butyl)thiazol-5-yl)pyridin-2-amine